2-(4-{[1-[7-chloro-1,2,3,4-tetrahydronaphthalen-2-yl]-5-methylpyrrolidin-3-yl]methoxy}benzenesulfonyl)ethan-1-ol ClC1=CC=C2CCC(CC2=C1)N1CC(CC1C)COC1=CC=C(C=C1)S(=O)(=O)CCO